FC=1C(=C(C=CC1F)C1CCN(CC1)C(=O)C1=NNC2=C1CN(CC2)C(=O)NC)C(F)(F)F 3-(4-(3,4-difluoro-2-(trifluoromethyl)phenyl)piperidine-1-carbonyl)-N-methyl-1,4,6,7-tetrahydro-5H-pyrazolo[4,3-c]pyridin-5-carboxamide